tert-butyl (R)-4-((1-(tert-butoxycarbonyl)piperidin-3-yl)amino)-3-(3-methoxy-propanoyl)-1H-pyrrolo[2,3-b]pyridine-1-carboxylate C(C)(C)(C)OC(=O)N1C[C@@H](CCC1)NC1=C2C(=NC=C1)N(C=C2C(CCOC)=O)C(=O)OC(C)(C)C